Platinum (IV) hydroxide oxalate C(C(=O)O)(=O)O.[Pt](O)(O)(O)O